FC=1C=CC(=NC1)C1=NN(C=C1C1=C2C(=NC=C1C(F)(F)F)NC=C2)C 4-[3-(5-Fluoro-2-pyridyl)-1-methyl-pyrazol-4-yl]-5-(trifluoromethyl)-1H-pyrrolo[2,3-b]pyridine